1-((1r,2r)-2-hydroxy-4,4-dimethyl-1,2,3,4-tetrahydronaphthalen-1-yl)-3-(3-methyl-6'-(methylsulfonyl)-6-phenyl-[2,3'-bipyridin]-5-yl)urea O[C@H]1[C@@H](C2=CC=CC=C2C(C1)(C)C)NC(=O)NC=1C=C(C(=NC1C1=CC=CC=C1)C=1C=NC(=CC1)S(=O)(=O)C)C